C(C)NC(NC1=NC(=CC(=C1)CN1CCN(CC1)C=1C=CC(=NC1C)C(=O)NC)C)=O 5-(4-((2-(3-ethylureido)-6-methylpyridin-4-yl)methyl)piperazin-1-yl)-N,6-dimethylpicolinamide